5-fluoro-N-(2-(4-(5-fluoropyridin-2-yl)-1,9-dioxaspiro[5.5]undecan-4-yl)ethyl)-2,3-dihydro-1H-inden-2-amine FC=1C=C2CC(CC2=CC1)NCCC1(CCOC2(C1)CCOCC2)C2=NC=C(C=C2)F